C1(CC1)CNC(CN1CCC(CC1)C=O)=O N-(CYCLOPROPYLMETHYL)-2-(4-FORMYLPIPERIDIN-1-YL)ACETAMIDE